[Cl-].[Cl-].C(CCCCCC)N1C=CC(C=C1)=C1C=CN(C=C1)CCCCCCC 1,1'-diheptyl-4,4'-bipyridine dichloride